N1=CC=C(C=C1)CCN1C=NC2=C(C=CC=C2C1=O)C(F)(F)F 3-(2-(pyridin-4-yl)ethyl)-8-(trifluoromethyl)quinazolin-4(3H)-one